C1(CCCCC1)C[C@@H](C(=O)N[C@H](C=O)CCC(=O)N1CCOC2=C(C1)C=CC=C2)NC(OCCCCCC)=O hexyl ((S)-3-cyclohexyl-1-(((S)-5-(2,3-dihydrobenzo[f][1,4]oxazepin-4(5H)-yl)-1,5-dioxopentan-2-yl)amino)-1-oxopropan-2-yl)carbamate